CN1CN(C=C2N(C(N=C12)NC1=CC=NC=C1)C)CC=1NC2=CC=CC=C2C1C 3,7-dimethyl-1-((3-methyl-1H-indol-2-yl)methyl)-8-(pyridin-4-ylamino)-1H-purine